N1CC(C1)OC1=CC(=CN(C1=O)C(F)F)NC(=O)N1C[C@](C2=C1C=NC=1N2N=C(C1)Cl)(C(F)(F)F)C (R)-N-(5-(azetidin-3-yloxy)-1-(difluoromethyl)-6-oxo-1,6-dihydropyridin-3-yl)-2-chloro-8-methyl-8-(trifluoromethyl)-7,8-dihydro-6H-pyrazolo[1,5-a]pyrrolo[2,3-e]pyrimidine-6-carboxamide